tert-butyl (2R,6S)-4-{2-[6-(methoxymethoxy)-2-methylindazol-5-yl]-4-methylquinazolin-6-yl}-2,6-dimethylpiperazine-1-carboxylate COCOC=1C(=CC2=CN(N=C2C1)C)C1=NC2=CC=C(C=C2C(=N1)C)N1C[C@H](N([C@H](C1)C)C(=O)OC(C)(C)C)C